C(C)(C)(C)C=1C=CC=2N(C1)C(=CN2)C2=CC=CC(=N2)N[C@@H]2[C@H](CNCC2)F 6-(6-(tert-butyl)-imidazo[1,2-a]pyridin-3-yl)-N-((3S,4S)-3-fluoropiperidin-4-yl)-pyridin-2-amine